N-(1-deoxy-D-fructose-1-yl)-L-serine C(C(=O)[C@@H](O)[C@H](O)[C@H](O)CO)N[C@@H](CO)C(=O)O